(R)-N1-cyclobutyl-N1-methyl-4-(phenylthio)butane-1,3-diamine hydrochloride Cl.C1(CCC1)N(CC[C@H](CSC1=CC=CC=C1)N)C